3-(1-Methyl-7-(4-(3-methyl-4-(4,4,5,5-tetramethyl-1,3,2-dioxaborolan-2-yl)phenyl)piperidin-1-yl)-1H-indazol-3-yl)piperidine-2,6-dione CN1N=C(C2=CC=CC(=C12)N1CCC(CC1)C1=CC(=C(C=C1)B1OC(C(O1)(C)C)(C)C)C)C1C(NC(CC1)=O)=O